C[SH5] (methyl)-lambda6-sulfane